O=C1NC(CCC1C1=CC=C(C=C1)N1CCC(CC1)N1CCC(CC1)CN1CCC(CC1)C=1C=C2C(N(C(C2=CC1)=O)[C@H](CS(=O)(=O)C)C1=CC(=C(C=C1)OC)OCC)=O)=O 5-(1-((1'-(4-(2,6-Dioxopiperidin-3-yl)phenyl)-[1,4'-bipiperidin]-4-yl)methyl)-piperidin-4-yl)-2-((S)-1-(3-ethoxy-4-methoxyphenyl)-2-(methylsulfonyl)ethyl)isoindoline-1,3-dione